1,3-Dihydrobenzo[c]furan C1OCC2=C1C=CC=C2